CS(=O)(=O)O.CS(=O)(=O)O methanesulfonic acid (methanesulfonic acid) salt